benzyl 4-{2,7-diazaspiro[3.5]nonan-7-ylmethyl}piperidine-1-carboxylate C1NCC12CCN(CC2)CC2CCN(CC2)C(=O)OCC2=CC=CC=C2